C1(=CC=CC2=CC=CC=C12)C1=CC=C(C=C1)C=1N=NNC1C(=O)O 4-(4-(naphthalen-1-yl)phenyl)-1H-1,2,3-triazole-5-carboxylic acid